potassium n-propoxide [O-]CCC.[K+]